C(C)O[Si](CCCNC(CCCC(=O)O)=O)(OCC)OCC N-3-(triethoxysilyl)propyl-4-carboxybutyramide